FC1([C@@H](CN(C[C@@H]1C)CC1=C2C(=NC(=C1)C(=O)OC)C=CN2)C)F methyl 7-(((3R,5S)-4,4-difluoro-3,5-dimethylpiperidin-1-yl) methyl)-1H-pyrrolo[3,2-b]pyridine-5-carboxylate